(R or S)-4-((6-(2-hydroxy-6-methyl-4-(trifluoromethyl)phenyl)-2H-pyrazolo[3,4-b]pyridin-2-yl)methyl)-1-methylpyrrolidin-2-one OC1=C(C(=CC(=C1)C(F)(F)F)C)C=1C=CC=2C(N1)=NN(C2)C[C@@H]2CC(N(C2)C)=O |o1:22|